C(#N)C1=CN=C2N1C(=CC(=C2)C=2N=NN(C2C)C2CCN(CC2)C(=O)OC(C)(C)C)OC(COC)C2=NC=C(C=C2)F tert-Butyl 4-[4-[3-cyano-5-[1-(5-fluoro-2-pyridyl)-2-methoxy-ethoxy]imidazo[1,2-a]pyridin-7-yl]-5-methyl-triazol-1-yl]piperidine-1-carboxylate